3-((2-amino-4-((1-(tert-butoxy)-1-oxoheptan-3-yl)amino)-6-methylpyrimidin-5-yl)methyl)-4-methoxybenzoic acid NC1=NC(=C(C(=N1)NC(CC(=O)OC(C)(C)C)CCCC)CC=1C=C(C(=O)O)C=CC1OC)C